heptaethylene glycol monomethacrylate C(C(=C)C)(=O)OCCOCCOCCOCCOCCOCCOCCO